C1(CC1)C1=CC(=C(C=C1)C1C2C(NC(C12)=O)=O)C 6-(4-Cyclopropyl-2-methylphenyl)-3-azabicyclo[3.1.0]hexane-2,4-dione